isopropyl-[1,1'-biphenyl]-2,6-diol C(C)(C)C1=C(C(=C(C=C1)O)C1=CC=CC=C1)O